FS(=O)(=O)C=1C=C(C(=O)N)C=CC1 3-(fluorosulfonyl)benzamide